oleyl-oleyl-Phosphonic acid C(CCCCCCC\C=C/CCCCCCCC)CCCCCCCC\C=C/CCCCCCCCP(O)(O)=O